COC1=CC=CC=2C=3N(C(=NC12)N)N=C(C3)CC3=CC(=CC=C3)OC 7-methoxy-2-(3-methoxybenzyl)pyrazolo[1,5-c]quinazolin-5-amine